COC(CNC(C(=O)N)=O)OC N-dimethoxyethyl-oxalyl-diamine